((1-(3-(1H-pyrazol-1-yl)butanoyl)-4-hydroxypiperidin-4-yl)methyl)-2-methyl-3-(1-(methylamino)-2,3-dihydro-1H-inden-5-yl)-2,6-dihydro-7H-pyrazolo[4,3-d]pyrimidin-7-one N1(N=CC=C1)C(CC(=O)N1CCC(CC1)(O)CC=1NC(C=2C(N1)=C(N(N2)C)C=2C=C1CCC(C1=CC2)NC)=O)C